C(CCCCCCC\C=C/CCCCCCCC)(=O)C(O)([C@@H](O)COP(=O)(O)O)C(CCCCCCC\C=C/CCCCCCCC)=O.O=C(O)[C@@H](N)CC1=CC=C(O)C(O)=C1 DOPA dioleoyl-sn-glycero-3-phosphate